1H-pyrimido[5,4-b][1,4]benzoxazin-2(3H)-one N1C(NC=C2OC3=C(N=C21)C=CC=C3)=O